ClC1=C(C=CC=2N(C(N(C21)C)=O)C2C(NC(CC2)=O)=O)C2CCN(CC2)CC(=O)NC2=CC1=CC(=C(C(=C1C=C2)F)N2S(NC(C2)=O)(=O)=O)O 2-[4-[4-chloro-1-(2,6-dioxo-3-piperidyl)-3-methyl-2-oxo-benzimidazol-5-yl]-1-piperidyl]-N-[5-fluoro-7-hydroxy-6-(1,1,4-trioxo-1,2,5-thiadiazolidin-2-yl)-2-naphthyl]acetamide